BrC=1N=C(N2C1C=CC=C2)[C@H]2CN(CCC2)C(=O)OC(C)(C)C tert-butyl (R)-3-(1-bromoimidazo[1,5-a]pyridin-3-yl)piperidine-1-carboxylate